ClC1=CC(=C(C=C1)C1=NC(=NC2=C1N=C(N(C2=O)C)C)N2CC(CCC2)N2N=NC=C2)F 8-(4-chloro-2-fluoro-phenyl)-2,3-dimethyl-6-[3-(triazol-1-yl)piperidino]pyrimido[5,4-d]pyrimidin-4-one